11-amino-3-cyclopropyl-7-(1-methyl-1H-pyrazol-4-yl)-4,5,6,7-tetrahydroisoxazolo[4'',3'':6',7']cyclohepta[1',2':4,5]pyrrolo[2,3-d]pyrimidin-4-ol 2,2,2-trifluoroacetate FC(C(=O)O)(F)F.NC=1C2=C(N=CN1)N(C1=C2C=2C(C(CC1)O)=C(ON2)C2CC2)C=2C=NN(C2)C